N1CC(C1)OC1CCN(CC1)S(=O)(=O)NC(C1=C(C=C(C(=C1)C1CC1)OCC1CCCC1)F)=O N-((4-(azetidin-3-yloxy)piperidin-1-yl)sulfonyl)-4-(cyclopentylmethoxy)-5-cyclopropyl-2-fluorobenzamide